ethyl 6-((1-((1-(2-azido-2-methylpropoxy)-2-methylpropan-2-yl)sulfonyl)cyclopropyl)methyl)-1-methyl-7-oxo-4,5,6,7-tetrahydro-1H-pyrazolo[3,4-c]pyridine-3-carboxylate N(=[N+]=[N-])C(COCC(C)(C)S(=O)(=O)C1(CC1)CN1C(C2=C(CC1)C(=NN2C)C(=O)OCC)=O)(C)C